tert-butyl N-[(3S,4S)-4-methoxypyrrolidin-3-yl]carbamate CO[C@@H]1[C@H](CNC1)NC(OC(C)(C)C)=O